N1CC(C1)C1=C(N(C2=CC=C(C=C12)OCC1=CC=CC=C1)C1=CC(=C(C=C1)F)C)C(C)C 3-(azetidin-3-yl)-5-(benzyloxy)-1-(4-fluoro-3-methylphenyl)-2-isopropyl-1H-indole